2-(4-(5-(acetamidomethyl)-6-oxo-1,6-dihydropyridine-3-carbonyl)-3,3-dimethylpiperazin-1-yl)-N-(5-(4-fluorophenoxy)pyridin-2-yl)propanamide C(C)(=O)NCC1=CC(=CNC1=O)C(=O)N1C(CN(CC1)C(C(=O)NC1=NC=C(C=C1)OC1=CC=C(C=C1)F)C)(C)C